C(#N)\C(=C/N(C)C)\C=1C=NN(C1)C1=NC=CC(=C1)OCCNC(OC(C)(C)C)=O tert-Butyl (Z)-(2-((2-(4-(1-cyano-2-(dimethylamino)vinyl)-1H-pyrazol-1-yl)pyridin-4-yl)oxy)ethyl)carbamate